C(C1=CCC(CC1)C(C)=O)([2H])([2H])[2H] 1-(4-(methyl-d3)cyclohex-3-en-1-yl)ethan-1-one